N-(4-((1,3,4-thiadiazol-2-yl)oxy)-3-methylphenyl)-3-((6-fluoropyridin-3-yl)oxy)cyclobutane-1-carboxamide S1C(=NN=C1)OC1=C(C=C(C=C1)NC(=O)C1CC(C1)OC=1C=NC(=CC1)F)C